2-(4-Iodo-2-methylpyrazol-3-yl)-4-(o-tolyl)benzonitrile IC1=C(N(N=C1)C)C1=C(C#N)C=CC(=C1)C1=C(C=CC=C1)C